CC1=C(C2=C(N=N1)SC1=C2N=CN=C1N1C=C2C=CC(=CC2=C1)C(C)(C)O)C 2-[2-(3,4-dimethylpyrimidino[4',5':4,5]thieno[2,3-c]pyridazin-8-yl)isoindol-5-yl]propan-2-ol